COC=1C=C2C(=NC(=NC2=CC1OCCCN1CCCC1)C=1OC(=CC1)C)NCN1CCNCC1 6-methoxy-2-(5-methylfuran-2-yl)-N-(piperazin-1-ylmethyl)-7-(3-(pyrrolidin-1-yl)propoxy)quinazolin-4-amine